1-((1H-pyrrol-2-yl)methyl)-3-(4-isopropoxyphenyl)thiourea N1C(=CC=C1)CNC(=S)NC1=CC=C(C=C1)OC(C)C